tert-butyl 4-[[6-chloro-8-[2-(hydroxymethyl)thieno[3,2-b]pyridin-7-yl]-3,4-dihydro-2H-quinolin-1-yl]methyl]piperidine-1-carboxylate ClC=1C=C2CCCN(C2=C(C1)C1=C2C(=NC=C1)C=C(S2)CO)CC2CCN(CC2)C(=O)OC(C)(C)C